CC=1NC(=C(C(C1C(C)=O)C=1C2=C(SC1)C=CC(=C2)N2CCN(CC2)C)C(C)=O)C 1,1'-(2,6-dimethyl-4-(5-(4-methylpiperazin-1-yl)benzo[b]thiophen-3-yl)-1,4-dihydropyridine-3,5-diyl)bis(ethan-1-one)